p-octylphenyl-alpha-naphthylamine C(CCCCCCC)C1=CC=C(C=C1)NC1=CC=CC2=CC=CC=C12